C(C)(C)(C)OC(=O)N1CCN(CC1)C=1N=CC(=NC1)C(=O)OC methyl 5-[4-(tert-butoxycarbonyl)piperazin-1-yl]pyrazine-2-carboxylate